3-{2-[(3R)-3-methylmorpholin-4-yl]-8-[1-(tetrahydro-2H-pyran-2-yl)-1H-pyrazol-5-yl]-1,7-naphthyridin-4-yl}pyridin-2-amine C[C@H]1N(CCOC1)C1=NC2=C(N=CC=C2C(=C1)C=1C(=NC=CC1)N)C1=CC=NN1C1OCCCC1